4-(4-(1,2,4-triazin-3-yl)piperazin-1-yl)-7-chloroquinoline N1=NC(=NC=C1)N1CCN(CC1)C1=CC=NC2=CC(=CC=C12)Cl